5-sulfamoyl-furan-3-carboxylic acid S(N)(=O)(=O)C1=CC(=CO1)C(=O)O